(5aR,5bS,7aS,10aS,10bR)-5a,7a-dimethyl-2-((4-methylpiperazin-1-yl)amino)-4,5,5a,5b,6,7,7a,9,10,10a,10b,11,12,12a-tetradecahydro-8H-cyclopenta[7,8]phenanthro[2,1-d]thiazol-8-one C[C@@]12CCC=3N=C(SC3C2CC[C@H]2[C@H]3[C@](CC[C@H]12)(C(CC3)=O)C)NN3CCN(CC3)C